2,4-dimethoxybenzoyl-trimethyl-amyl-phosphine oxide COC1=C(C(=O)P(CCCCC(C)(C)C)=O)C=CC(=C1)OC